FC(C(=O)O)(F)F.NC1=NN2C(C=C(C=C2)C=2C=CC(=C(C(=O)OC)C2)Cl)=N1 methyl 5-(2-amino-[1,2,4]triazolo[1,5-a]pyridin-7-yl)-2-chlorobenzoate trifluoroacetate